Z-(3-chlorophenyl)-2-fluoropropanoate ClC=1C=C(C=CC1)OC(C(C)F)=O